(S)-2-(2-(3-(2-ethoxypropan-2-yl)-1-(2-(6-methylpyridin-3-yl)propan-2-yl)pyrrolidin-3-yl)ethyl)-4-methoxypyrimidine C(C)OC(C)(C)[C@@]1(CN(CC1)C(C)(C)C=1C=NC(=CC1)C)CCC1=NC=CC(=N1)OC